N-ethoxy-4-((4-ethynyl-2-(N-methyl-methanesulfonamido)-phenyl)amino)-6-(5-fluoro-pyridin-2-ylamino)nicotinamide C(C)ONC(C1=CN=C(C=C1NC1=C(C=C(C=C1)C#C)N(S(=O)(=O)C)C)NC1=NC=C(C=C1)F)=O